C1(=CC=CC=C1)C(CC=O)C 3-phenyl-butanal